(7R,8aS)-7-(2,3-dichloro-6-hydroxyphenyl)-2-(1,3-dihydroxy-2-methylpropan-2-yl)-hexahydropyrrolo[1,2-a]pyrazin-4-one ClC1=C(C(=CC=C1Cl)O)[C@H]1C[C@@H]2N(C(CN(C2)C(CO)(CO)C)=O)C1